(2S,4R)-1-tert-butoxycarbonyl-4-cyclohexylpyrrolidine-2-carboxylic acid C(C)(C)(C)OC(=O)N1[C@@H](C[C@@H](C1)C1CCCCC1)C(=O)O